ClC1=C(C=C(C=C1)F)C=1CCC(N(C1C1=C(C=C(C=C1F)F)F)CC)=O 5-(2-chloro-5-fluorophenyl)-1-ethyl-6-(2,4,6-trifluorophenyl)-3,4-dihydropyridine-2(1H)-one